[C@H]12CN(C[C@H](CC1)N2)C2=NC(=NC1=C(C(=CC=C21)C2=CC(=CC1=CC=CC=C21)O)F)OCC(C)(C)O 4-(4-((1R,5S)-3,8-diazabicyclo[3.2.1]octan-3-yl)-8-fluoro-2-(2-hydroxy-2-methylpropoxy)quinazolin-7-yl)naphthalen-2-ol